(S)-quinuclidin-3-yl (2-(4'-(2-methoxyethoxy)-[1,1'-biphenyl]-4-yl)propan-2-yl)carbamate COCCOC1=CC=C(C=C1)C1=CC=C(C=C1)C(C)(C)NC(O[C@@H]1CN2CCC1CC2)=O